CS(=O)(=O)O[C@H](C(=O)[O-])C[C@@H](C)[C@H]1CC[C@H]2[C@@H]3CC[C@@H]4CCCC[C@]4(C)[C@H]3CC[C@]12C (S)-(methanesulfonyloxy)-5β-cholan-24-oate